(3R,4R)-4-aminooxolan N[C@@H]1CCOC1